NCC1(C2CCN(CC12)C(=O)OC(C)(C)C)C1=NN(C=C1)C tert-butyl 7-(aminomethyl)-7-(1-methyl-1H-pyrazol-3-yl)-3-azabicyclo[4.1.0]heptane-3-carboxylate